FC(OC1=NC(=NC(=C1)OC(F)F)SC)F 4,6-bis(difluoromethoxy)-2-methylthiopyrimidine